CC1(CCCNC1)NC(=O)OC(C)(C)C tert-butyl n-(3-methylpiperidin-3-yl)carbamate